C(C)(C)(C)OC(=O)N1CC(=CCC1)C(C)(C)C 3-(tert-butyl)-5,6-dihydropyridine-1(2H)-carboxylic acid tert-butyl ester